BrC1=CC(=C(C2=C1O[C@@](O2)(C)C2CCN(CC2)C(=O)OC(C)(C)C)C)C(=O)OC tert-butyl (S)-4-(7-bromo-5-(methoxycarbonyl)-2,4-dimethylbenzo[d][1,3]dioxol-2-yl)piperidine-1-carboxylate